C(C)C1(NC(N(C(C1)=O)[C@@H]1CCOC2=CC=C(C=C12)C(=O)N[C@H]1[C@@H](CC2=CC=C(C=C12)F)O)=N)CC (4R)-4-(4,4-diethyl-2-imino-6-oxo-hexahydropyrimidin-1-yl)-N-[(1R,2R)-6-fluoro-2-hydroxy-indan-1-yl]chromane-6-carboxamide